2-(1-hydroxy-allyl)-2-propyl-malonic acid dimethyl ester COC(C(C(=O)OC)(CCC)C(C=C)O)=O